(Z)-(4-(1-(4-(4-(3-(4-(2-(2,6-dioxopiperidin-3-yl)-1-oxoisoindolin-5-yl)piperazin-1-yl)propyl)piperazin-1-yl)phenyl)-2-phenylbut-1-en-1-yl)phenyl)boronic acid O=C1NC(CCC1N1C(C2=CC=C(C=C2C1)N1CCN(CC1)CCCN1CCN(CC1)C1=CC=C(C=C1)\C(=C(\CC)/C1=CC=CC=C1)\C1=CC=C(C=C1)B(O)O)=O)=O